NC1=NC2=CC(=CC=C2C(=N1)N[C@@H]1CC12CCN(CC2)C(=O)OC(C)(C)C)C2=NNC=C2 |r| (rac)-tert-butyl 1-((2-amino-7-(1H-pyrazol-3-yl)quinazolin-4-yl)amino)-6-azaspiro[2.5]octane-6-carboxylate